FC1=CC=C(C=C1)C=1C=C2C(=NC1)N(C(N2CC=2OC(=NN2)C)=O)C(C2=CC=CC=C2)(C2=CC=CC=C2)C2=CC=CC=C2 6-(4-fluorophenyl)-1-((5-methyl-1,3,4-oxadiazol-2-yl)methyl)-3-trityl-1,3-dihydro-2H-imidazo[4,5-b]pyridin-2-one